5-(4-((2-cyclopropyl-5-fluoro-3-oxo-4H-quinoxalin-6-yl)methyl)piperazin-1-yl)-6-methyl-N-(Methyl-d3)pyridine-2-carboxamide C1(CC1)C1=NC2=CC=C(C(=C2NC1=O)F)CN1CCN(CC1)C=1C=CC(=NC1C)C(=O)NC([2H])([2H])[2H]